C[C@@H]1CN(C[C@H]2N1C[C@@H](C2)NC=2N=CC=1CCNCC1C2)C2=C1C=CC=NC1=C(C=C2)C#N 5-[(4R,7R,8aS)-4-methyl-7-(5,6,7,8-tetrahydro-2,6-naphthyridin-3-ylamino)-3,4,6,7,8,8a-hexahydro-1H-pyrrolo[1,2-a]pyrazin-2-yl]quinoline-8-carbonitrile